C(CCCCCCCC)OC(CCC)=O butanoic acid nonyl ester